CC([C@@H](C(=O)N1[C@@H](C[C@H](C1)O)C(=O)N[C@@H](C)C1=CC=C(C=C1)C1=C(N=CS1)C)NC(CN1CCN(CC1)CC1CCNCC1)=O)(C)C (2S,4R)-1-((S)-3,3-dimethyl-2-(2-(4-(piperidin-4-ylmethyl)piperazin-1-yl)acetamido)butanoyl)-4-hydroxy-N-((S)-1-(4-(4-methylthiazol-5-yl)phenyl)ethyl)pyrrolidine-2-carboxamide